3-(5-(4-((4-methylpiperazin-1-yl)methyl)pyridin-2-yl)-1-oxoisoindolin-2-yl)piperidine-2,6-dione CN1CCN(CC1)CC1=CC(=NC=C1)C=1C=C2CN(C(C2=CC1)=O)C1C(NC(CC1)=O)=O